C1=CC=CC=2C3=CC=CC=C3C(C12)COC(=O)NC(C(=O)OC(C)(C)C)C1=C(C(=C(C=C1)F)OC(F)(F)F)F tert-butyl 2-((((9H-fluoren-9-yl)methoxy)carbonyl)amino)-2-(2,4-difluoro-3-(trifluoromethoxy)phenyl)acetate